C(C)(C)C1=CC(=CC2=C1N(C(N2C)=O)C)N2C1=C(OCC2)C=CC(=C1)C#N 4-(7-isopropyl-1,3-dimethyl-2-oxo-2,3-dihydro-1H-benzo[d]imidazol-5-yl)-3,4-dihydro-2H-benzo[b][1,4]oxazine-6-carbonitrile